3-(9-((3-carboxypropyl)(tosyl)carbamoyl)acridin-10-ium-10-yl)propane-1-sulfonate C(=O)(O)CCCN(C(=O)C=1C2=CC=CC=C2[N+](=C2C=CC=CC12)CCCS(=O)(=O)[O-])S(=O)(=O)C1=CC=C(C)C=C1